C1=CS(=O)N=NN1 thiatriazinone